(1H-indol-3-yl)-3,3-dimethyl-2-oxo-1-((1-(thiophen-3-yl)pyrrol-3-yl)methyl)indoline-6-carboxamide N1C=C(C2=CC=CC=C12)C1=C2C(C(N(C2=CC(=C1)C(=O)N)CC1=CN(C=C1)C1=CSC=C1)=O)(C)C